2-[[2-(difluoromethyl)pyridine-3-carbonyl]amino]-4-[2-(1-methylethoxy)ethyl-[4-(5,6,7,8-tetrahydro-1,8-naphthyridin-2-yl)butyl]amino]butanoic acid FC(C1=NC=CC=C1C(=O)NC(C(=O)O)CCN(CCCCC1=NC=2NCCCC2C=C1)CCOC(C)C)F